COC([C@@H](C(=O)N1[C@@H]([C@H]2C([C@H]2C1)(C)C)C(=O)O)NC(C(F)(F)F)=O)(C)C (1R,2S,5S)-3-((S)-3-methoxy-3-methyl-2-(2,2,2-trifluoroacetamido)butanoyl)-6,6-dimethyl-3-azabicyclo[3.1.0]hexane-2-carboxylic acid